tert-butyl 8-((4-(difluoromethoxy)phenyl)sulfonyl)-5-oxa-2,8-diazaspiro[3.5]nonane-2-carboxylate FC(OC1=CC=C(C=C1)S(=O)(=O)N1CCOC2(CN(C2)C(=O)OC(C)(C)C)C1)F